4-[(2R)-3-(3,4-dihydro-1H-isoquinolin-2-yl)-2-hydroxy-propyl]-8-[[8-(2-fluoroethyl)-8-azabicyclo[3.2.1]octan-3-yl]oxy]-2,3-dihydro-1,4-benzoxazepine-5-one C1N(CCC2=CC=CC=C12)C[C@H](CN1CCOC2=C(C1=O)C=CC(=C2)OC2CC1CCC(C2)N1CCF)O